((3r,4r)-1-(4-(3-bromo-5-fluoro-2-methoxyphenyl)pyridin-2-yl)-4-hydroxypiperidin-3-yl)carbamic acid tert-butyl ester C(C)(C)(C)OC(N[C@@H]1CN(CC[C@H]1O)C1=NC=CC(=C1)C1=C(C(=CC(=C1)F)Br)OC)=O